(R)-3-hydroxypyrrole OC1=CNC=C1